NC1=C(C(=NN1)C=1C=CC(=NC1)C#N)C1=CC=C(C=C1)Cl 5-[5-amino-4-(4-chlorophenyl)-1H-pyrazol-3-yl]pyridine-2-carbonitrile